CC(C)C=1NC(C2=C(N1)CNC2)=O 2-(propan-2-yl)-3H,4H,5H,6H,7H-pyrrolo[3,4-d]pyrimidin-4-one